zirconium Lead [Pb].[Zr]